O1C=2C13C=C1C=CC3(C=CC2)C1 4a,7-methanonaphtho[1,8a-b]oxirene